8-(3-fluoro-4-methylbenzyl)imidazo[1,2-a]pyrazine-6-carbonitrile FC=1C=C(CC=2C=3N(C=C(N2)C#N)C=CN3)C=CC1C